CN(C\C=C/C1=C2C(=C(C=3N(C4=CC=CC=C4C13)C(=O)OC(C)(C)C)C)C1=CC=CC=C1N2C(=O)OC(C)(C)C)C di-tert-butyl (Z)-6-(3-(dimethylamino) prop-1-enyl)-12-methylindolo[3,2-b]carbazole-5,11-dicarboxylate